2-chloro-N-methyl-N-(1,2-dimethylindol-5-yl)quinazolin-4-amine ClC1=NC2=CC=CC=C2C(=N1)N(C=1C=C2C=C(N(C2=CC1)C)C)C